2-(2-((3-(6-(8-(benzo[d]thiazol-2-ylcarbamoyl)-3,4-dihydroisoquinolin-2(1H)-yl)-2-(tert-butoxycarbonyl)pyridin-3-yl)-2-methylphenoxy)methyl)-7-azaspiro[3.5]nonan-7-yl)acetic acid S1C(=NC2=C1C=CC=C2)NC(=O)C=2C=CC=C1CCN(CC21)C2=CC=C(C(=N2)C(=O)OC(C)(C)C)C=2C(=C(OCC1CC3(C1)CCN(CC3)CC(=O)O)C=CC2)C